N1N=C(C=C1)C1=C(C=2N(C=C1)C=NC2)COC2=CN=C(C=C2C=O)OC 5-((7-(1H-pyrazol-3-yl)imidazo[1,5-a]pyridin-8-yl)methoxy)-2-methoxyisonicotinaldehyde